3-cyano-4-[[6-[3-(2-methoxy-4-methylsulfonyl-anilino)prop-1-ynyl]-1-(2,2,2-trifluoroethyl)benzimidazole-4-carbonyl]amino]piperidine-1-carboxylate C(#N)C1CN(CCC1NC(=O)C1=CC(=CC=2N(C=NC21)CC(F)(F)F)C#CCNC2=C(C=C(C=C2)S(=O)(=O)C)OC)C(=O)[O-]